2,4,6-trichlorobenzaldehyde ClC1=C(C=O)C(=CC(=C1)Cl)Cl